3-(methylamino)pyridine-2-carboxamide CNC=1C(=NC=CC1)C(=O)N